C(CC)N1CCC1 1-propylazetidin